P(=O)(O)(O)O.FC=1C=C(C=CC1C=1C=NC(=CC1)C=1N=NN(N1)C1CC1)N1C(O[C@H](C1)CO)=O (R)-3-(3-fluoro-4-(6-(2-cyclopropyl-2H-tetrazol-5-yl)pyridin-3-yl)phenyl)-5-(hydroxymethyl)oxazolidin-2-one phosphate